C=C1C([O-])C=CC=C1 carbenephenoxide